[Pt](Cl)Cl Platinum(II) chlorid